N,2-dimethoxy-N-({4-[5-(trifluoromethyl)-1,2,4-oxadiazol-3-yl]phenyl}methyl)propanamide Nonadecyl-((S)-(perfluorophenoxy)(phenoxy)phosphoryl)-L-phenylalaninate C(CCCCCCCCCCCCCCCCCC)N([C@@H](CC1=CC=CC=C1)C(=O)O)[P@](=O)(OC1=CC=CC=C1)OC1=C(C(=C(C(=C1F)F)F)F)F.CON(C(C(C)OC)=O)CC1=CC=C(C=C1)C1=NOC(=N1)C(F)(F)F